tert-butyl 5-amino-2-(dimethylcarbamoyl)-1H-pyrrolo[2,3-b]pyridine-1-carboxylate NC=1C=C2C(=NC1)N(C(=C2)C(N(C)C)=O)C(=O)OC(C)(C)C